ethyl (2R)-E-2-amino-4-methyl-5-phosphono-3-pentenoate N[C@@H](C(=O)OCC)\C=C(\CP(=O)(O)O)/C